COC(=O)C1CCC(CC1)CO[Si](C)(C)C(C)(C)C.FC(C(C(C(F)(F)F)(F)F)(F)F)(S(=O)(=O)OC1=CC=C(C=C1)C)F 4-Methylphenyl perfluorobutyl-sulfonate methyl-(1r,4r)-4-(((tert-butyldimethylsilyl)oxy)methyl)cyclohexane-1-carboxylate